(7R)-2-{2-[1-(cyclopropylmethyl)-1H-indol-2-yl]-7-methoxy-1-{[1-(pyrazine-2-carbonyl)azetidin-3-yl]methyl}-1H-1,3-benzodiazole-5-carbonyl}-2-azabicyclo[2.2.1]heptan-7-amine C1(CC1)CN1C(=CC2=CC=CC=C12)C1=NC2=C(N1CC1CN(C1)C(=O)C1=NC=CN=C1)C(=CC(=C2)C(=O)N2C1CCC(C2)[C@H]1N)OC